C(C(C)(C)C)(=O)OCOC1=C(C(=CC(=C1)CCCCC)O)C1C(CCC(=C1)C)C(=C)C ((6-hydroxy-5'-methyl-4-pentyl-2'-(prop-1-en-2-yl)-1',2',3',4'-tetrahydro-[1,1'-biphenyl]-2-yl)oxy)methyl pivalate